CC=1OC2=C(N1)C=C(C=C2)COC2=CC=CC(=N2)C2CCN(CC2)CC2=NC1=C(N2C[C@H]2OCC2)C=C(C=C1)C(=O)OC(C)(C)C Tert-butyl (S)-2-((4-(6-((2-methylbenzo[d]oxazol-5-yl) methoxy) pyridin-2-yl) piperidin-1-yl) methyl)-1-(oxetan-2-ylmethyl)-1H-benzo[d]imidazole-6-carboxylate